1-(4-butyl-5-iodo-2-methoxyphenyl)propan-2-amine C(CCC)C1=CC(=C(C=C1I)CC(C)N)OC